N-((5-(Ethylsulfonyl)pyridin-2-yl)methyl)-1-(2-(trifluoromethyl)benzyl)-1H-pyrrolo[2,3-b]pyridine-5-carboxamide C(C)S(=O)(=O)C=1C=CC(=NC1)CNC(=O)C=1C=C2C(=NC1)N(C=C2)CC2=C(C=CC=C2)C(F)(F)F